2-(3-bromophenoxy)-9-(4-(tert-butyl)pyridin-2-yl)-6-(phenyl-d5)-9H-carbazole BrC=1C=C(OC2=CC=3N(C4=CC=C(C=C4C3C=C2)C2=C(C(=C(C(=C2[2H])[2H])[2H])[2H])[2H])C2=NC=CC(=C2)C(C)(C)C)C=CC1